N-[3-[5-[3-[[(2-cyano-2-methyl-propyl)-methyl-amino]methyl]phenoxy]-2-(difluoromethoxy)phenyl]-1-methyl-pyrazol-4-yl]pyrazolo[1,5-a]pyrimidine-3-carboxamide C(#N)C(CN(C)CC=1C=C(OC=2C=CC(=C(C2)C2=NN(C=C2NC(=O)C=2C=NN3C2N=CC=C3)C)OC(F)F)C=CC1)(C)C